3-fluoro-2-(4-{[(3r,5r)-5-fluoro-1-methylpiperidin-3-yl]amino}pyrrolo[1,2-d][1,2,4]triazin-1-yl)-5-(trifluoromethyl)phenol FC=1C(=C(C=C(C1)C(F)(F)F)O)C=1C=2N(C(=NN1)N[C@H]1CN(C[C@@H](C1)F)C)C=CC2